ClC1=NC(=CC=C1C(=O)NS(=O)(=O)C1=CC=CC(=N1)NC(CC[C@@H]1CNC(C1)(C)C)C1=CC=C(C(=O)O)C=C1)N1N=C(C=C1)OCCC1(CC1)C(F)(F)F 4-[1-[[6-[[2-chloro-6-[3-[2-[1-(trifluoromethyl)cyclopropyl]ethoxy]pyrazol-1-yl]pyridine-3-carbonyl]sulfamoyl]-2-pyridyl]amino]-3-[(3S)-5,5-dimethylpyrrolidin-3-yl]propyl]benzoic acid